CC1(CCN(CC1)C(C(F)(F)F)=O)OC1=CC=C(C=C1)S(=O)(=O)Cl 4-((4-methyl-1-(2,2,2-trifluoroacetyl)piperidin-4-yl)oxy)benzenesulfonyl chloride